(S)-3-(4-(2-(4-((R)-2-acetoxy-3-chloropropoxy)-3-methylphenyl)propan-2-yl)-2-methylphenoxy)propane-1,2-diyl diacetate C(C)(=O)OC[C@H](COC1=C(C=C(C=C1)C(C)(C)C1=CC(=C(C=C1)OC[C@H](CCl)OC(C)=O)C)C)OC(C)=O